C1(CCCCC1)N1C(=NC2=C1C=CC=C2)NC2=CC=C(C(=O)NO)C=C2 4-(1-cyclohexyl-1H-benzo[d]imidazol-2-ylamino)-N-hydroxybenzoamide